FS(=O)(=O)OC1=C(C=CC=C1)C=1N=NN(C1)C1C(NC(CC1)=O)=O 3-[4-(2-fluorosulfonyloxyphenyl)triazol-1-yl]-2,6-dioxo-piperidine